(2R,3S,4R,5R)-2-(hydroxymethyl)-4-methoxy-5-(5-methyl-2,4-dioxo-3,4-dihydropyrimidin-1(2H)-yl)tetrahydrofuran-3-yl benzoate C(C1=CC=CC=C1)(=O)O[C@H]1[C@H](O[C@H]([C@@H]1OC)N1C(NC(C(=C1)C)=O)=O)CO